(E)-1-(2-Hydroxy-4-methoxyphenyl)-3-quinoxalin-6-ylprop-2-en-1-one OC1=C(C=CC(=C1)OC)C(\C=C\C=1C=C2N=CC=NC2=CC1)=O